FC(C=1C=C(C(=O)N[C@@H](C)C2=NC(=NN2C2=NC=C(C(=O)O)C=C2)N(C)C)C=C(C1)C(F)(F)F)(F)F 6-[5-{(1S)-1-[3,5-bis(trifluoromethyl)benzoylamino]ethyl}-3-(dimethylamino)-1H-1,2,4-triazol-1-yl]nicotinic acid